C1(=CC=CC=C1)C(C1=CC=C(C=C1)C)(C1=CC=CC=C1)NCCCCCC(=O)NC1=CC=C(C=C1)CO (S)-6-((diphenyl(p-tolyl)methyl)amino)-1-((4-(hydroxymethyl)phenyl)amino)-1-oxohexan